FC(C(=O)O)(F)F.CN1N=CC=2C=3C=CN=C(CCCCC(C(NC12)=O)C)C3 5,9-dimethyl-4,5,7,15-tetraazatricyclo[12.3.1.02,6]Octadecan-1(18),2(6),3,14,16-pentaen-8-one trifluoroacetate